C(C1=CC=CC=C1)OCC1[C@@]2(CCCC([C@H]2CCC1=C)(C)C)C (4aR,8aR)-5-((benzyloxy)methyl)-1,1,4a-trimethyl-6-methylenedecahydronaphthalene